(R)-1-(2-chloropyridin-3-yl)ethyl (4-(5-((1r,3R)-3-cyano-1-methylcyclobutane-1-carboxamido)pyridin-2-yl)-1-methyl-1H-1,2,3-triazol-5-yl)carbamate C(#N)C1CC(C1)(C(=O)NC=1C=CC(=NC1)C=1N=NN(C1NC(O[C@H](C)C=1C(=NC=CC1)Cl)=O)C)C